BrC1=NNC2=C1C=NC(=C2)C(=O)N2CC1CCC(C2)O1 (3-bromo-1H-pyrazolo[4,3-c]pyridin-6-yl)-(8-oxa-3-azabicyclo[3.2.1]oct-3-yl)methanone